OC1CC(C2C1C(=NO2)C=2C=CC(=C(C(=O)NC=1C(=CC3=C(N=C(S3)C)C1)C(=O)NC1=CC(=C(C=C1)F)C(F)(F)F)C2)OC)O 5-(5-(4,6-dihydroxy-3a,5,6,6a-tetra-hydro-4H-cyclopenta[d]isoxazol-3-yl)-2-methoxy-benzamido)-N-(4-fluoro-3-(trifluorometh-yl)phenyl)-2-methylbenzo[d]thiazole-6-carboxamide